Tributylethyl-phosphonium C(CCC)[P+](CC)(CCCC)CCCC